3-[[4-[3-amino-6-(2-hydroxyphenyl)pyridazin-4-yl]piperazin-1-yl]methyl]benzonitrile NC=1N=NC(=CC1N1CCN(CC1)CC=1C=C(C#N)C=CC1)C1=C(C=CC=C1)O